diphenyl-(4-phenylsulfanylphenyl)sulfonium hexafluorophosphate F[P-](F)(F)(F)(F)F.C1(=CC=CC=C1)[S+](C1=CC=C(C=C1)SC1=CC=CC=C1)C1=CC=CC=C1